OC[C@@H]1CNCCO1 (S)-2-hydroxymethylmorpholine